C(C1=CC=CC=C1)C(CC[Si](OC)(OC)OC)N (benzyl-3-aminopropyl)(trimethoxy)silane